tert-butyl 6-(benzo[d]thiazol-7-yl)-8-(2-(2-(3,4-dichlorophenyl)acetyl)hydrazine-1-carbonyl)-2,6-diazaspiro[3.4]octane-2-carboxylate S1C=NC2=C1C(=CC=C2)N2CC1(CN(C1)C(=O)OC(C)(C)C)C(C2)C(=O)NNC(CC2=CC(=C(C=C2)Cl)Cl)=O